N[C@H](C(=O)O)CCCCNC(CC1=NC=CC=C1)=O (2S)-2-amino-6-[[2-(2-pyridyl)acetyl]amino]hexanoic acid